P(=O)(OC[C@H]1O[C@H](C[C@@H]1OP(=O)([O-])OCCCC)N1C(N=C(C=C1)N)=O)(OCCCC)[O-].[Co+2] cobalt ((2R,3S,5R)-5-(4-amino-2-oxopyrimidin-1(2H)-yl)-3-((butoxyoxidophosphoryl)oxy)tetrahydrofuran-2-yl)methyl butyl phosphate